BrC1=C2C(=NN(C2=CC(=C1Cl)C)C1OCCCC1)I 4-bromo-5-chloro-3-iodo-6-methyl-1-(tetrahydro-2H-pyran-2-yl)-1H-indazole